2-(3-(6-chloro-3-(1H-imidazol-1-yl)-5-methoxy-1-methyl-1H-indol-2-yl)-1H-1,2,4-triazol-5-yl)ethan-1-ol ClC1=C(C=C2C(=C(N(C2=C1)C)C1=NNC(=N1)CCO)N1C=NC=C1)OC